C1(=CC=CC2=CC=CC=C12)N(C1=CC=CC=C1)C1=C(C(=C(C=C1)N(C1=CC=CC=C1)C1=CC=CC=C1)N(C1=CC=CC2=CC=CC=C12)C1=CC=CC=C1)N(C1=CC=CC2=CC=CC=C12)C1=CC=CC=C1 tris(1-naphthyl-(phenyl)amino)triphenylamine